dl-m-methoxyphenyl-isochroman trifluoromethanesulfonate FC(S(=O)(=O)O)(F)F.COC=1C=C(C=CC1)C1OCCC2=CC=CC=C12